methyl-3-tert-butylaniline CNC1=CC(=CC=C1)C(C)(C)C